C12CNCC2C1CNC(OC(C)(C)C)=O t-butyl ((exo-3-azabicyclo[3.1.0]hexan-6-yl)methyl)carbamate